BrC=1C=C(C=C(C1)S(=O)(=O)C)NC(=O)C=1C=NN(C1)C1=NC=CC=N1 N-(3-bromo-5-(methylsulfonyl)phenyl)-1-(pyrimidin-2-yl)-1H-pyrazole-4-carboxamide